(S)-7'-(3,5-difluorophenyl)-1-(5-fluoropyrimidin-2-yl)dihydro-1'H,3'H,5'H-spiro[piperidine-4,2'-pyrazolo[1,2-a]pyrazol]-1'-one FC=1C=C(C=C(C1)F)[C@@H]1CCN2N1C(C1(C2)CCN(CC1)C1=NC=C(C=N1)F)=O